(2-hydroxyethyl)methylbis[2-[(1-oxooctadecyl)oxy]ethyl]ammonium methyl-sulfate COS(=O)(=O)[O-].OCC[N+](CCOC(CCCCCCCCCCCCCCCCC)=O)(CCOC(CCCCCCCCCCCCCCCCC)=O)C